1-[(1E)-1-bromoprop-1-en-2-yl]-4-fluorobenzene Br\C=C(/C)\C1=CC=C(C=C1)F